ClC=1C=C2C=NC(=NC2=CC1)C(=O)N[C@@H]1CN[C@H](CC1)C=1OC(=NN1)OCCOC(F)(F)F 6-chloro-N-[(3S,6R)-6-{5-[2-(trifluoromethoxy)ethoxy]-1,3,4-oxadiazol-2-yl}piperidin-3-yl]quinazoline-2-carboxamide